FC1=CC=C(CC2=CC3=C(OC(CN3C(CN3[C@H](CN[C@@H](C3)C)CN3[C@@H](COCC3)C)=O)C)N=C2)C=C1 1-(7-(4-fluorobenzyl)-3-methyl-2,3-dihydro-1H-pyrido[2,3-b][1,4]oxazin-1-yl)((2R,5R)-5-methyl-2-(((R)-3-methylmorpholino)methyl)piperazin-1-yl)ethan-1-one